2-((2-(1-((2-(3-Amino-6-methoxypyridin-2-yl)ethyl)(tert-butoxycarbonyl)-amino)ethyl)-4-fluorophenyl)amino)-5-(trifluoromethyl)benzoic acid NC=1C(=NC(=CC1)OC)CCN(C(C)C1=C(C=CC(=C1)F)NC1=C(C(=O)O)C=C(C=C1)C(F)(F)F)C(=O)OC(C)(C)C